OC1=C(C=CC(=C1)C#CC)C1=NN=C(C(N1C)=O)N[C@H]1CN(CCC1)CCO (R)-3-(2-hydroxy-4-(prop-1-yn-1-yl)phenyl)-6-((1-(2-hydroxyethyl)piperidin-3-yl)amino)-4-methyl-1,2,4-triazin-5(4H)-one